[N+](=O)([O-])/N=C(/NCCNC(OC(C)(C)C)=O)\N tert-Butyl (E)-(2-(2-nitroguanidino)ethyl)carbamate